tert-butyl (R)-4-(3-bromophenyl)-1,2,3-oxathiazolidine-3-carboxylate 2,2-dioxide BrC=1C=C(C=CC1)[C@H]1N(S(OC1)(=O)=O)C(=O)OC(C)(C)C